F[C@@H]1C[C@H](N(C1)C)[C@H](C)OC1=CC(=NC(=N1)C1=NOC(=N1)C(C)(C)C1=C(C=CC=C1)F)O[C@@H]1C[C@H](NCC1)CC#N 2-[(2R,4S)-4-({6-[(1S)-1-[(2S,4R)-4-fluoro-1-methylpyrrolidin-2-yl]ethoxy]-2-{5-[2-(2-fluorophenyl)propan-2-yl]-1,2,4-oxadiazol-3-yl}-pyrimidin-4-yl}oxy)piperidin-2-yl]-acetonitrile